4-(4-(1-(1-(bicyclo[1.1.1]pentan-1-yl)-1H-pyrazol-4-yl)-5-chloro-1H-indazol-6-yl)piperazin-1-yl)-4-methyltetrahydrofuran-3-carbonitrile C12(CC(C1)C2)N2N=CC(=C2)N2N=CC1=CC(=C(C=C21)N2CCN(CC2)C2(C(COC2)C#N)C)Cl